6-Bromo-N-(4-methoxybenzyl)-1-methyl-1,2-dihydro-3H-benzo[e]indole-3-carboximidamide BrC1=CC=CC=2C=3C(CN(C3C=CC21)C(NCC2=CC=C(C=C2)OC)=N)C